2-fluoro-5-((4-fluoro-3-(trifluoromethyl)phenyl)sulfonyl)benzonitrile FC1=C(C#N)C=C(C=C1)S(=O)(=O)C1=CC(=C(C=C1)F)C(F)(F)F